hydrobenzoin C1(=CC=CC=C1)C(O)C(O)C1=CC=CC=C1